tert-Butyl (2S,4R)-4-[2-[(3-bromo-5-nitro-2-pyridyl)oxy]ethyl]-2-methyl-piperidine-1-carboxylate BrC=1C(=NC=C(C1)[N+](=O)[O-])OCC[C@H]1C[C@@H](N(CC1)C(=O)OC(C)(C)C)C